C(C)(=O)O[C@@H]1[C@H]([C@H]2OC(OC[C@H]2O[C@H]1C(=O)OC)C1=CC=CC=C1)N1N=NC(=C1)C1=CC(=CC=C1)F (4aR,6R,7R,8S,8aR)-methyl 7-acetoxy-8-(4-(3-fluorophenyl)-1H-1,2,3-triazol-1-yl)-2-phenylhexahydropyrano[3,2-d][1,3]dioxine-6-carboxylate